2-(1-methyl-indol-4-yl)-4-(3,4,5-trimethoxyphenyl)-1H-imidazo[4,5-c]pyridine CN1C=CC2=C(C=CC=C12)C=1NC2=C(C(=NC=C2)C2=CC(=C(C(=C2)OC)OC)OC)N1